N1=C(C=CC=C1)C(=O)NCC1=NOC(C1)C(=O)N 3-(picolinamidomethyl)-4,5-dihydroisoxazole-5-carboxamide